rac-(3RS,5SR)-5-{2-[(4-sulfamoylphenyl)amino]pyrimidin-5-yl}oxolan-3-yl N-[(2S)-4,4,4-trifluorobutan-2-yl]carbamate FC(C[C@H](C)NC(O[C@H]1CO[C@@H](C1)C=1C=NC(=NC1)NC1=CC=C(C=C1)S(N)(=O)=O)=O)(F)F |&1:8,11|